BrC1=CC2=C(N(N=C2C=C1)CCNC(=O)OC(C)(C)C)C(=O)OC Methyl 5-bromo-2-(2-((tert-butoxycarbonyl)amino)ethyl)-2H-indazole-3-carboxylate